1-{[1-(cyanomethyl)cyclopropyl]methyl}-1H-1,3-benzodiazole-6-carboxylic acid C(#N)CC1(CC1)CN1C=NC2=C1C=C(C=C2)C(=O)O